(3S,6R,7R)-3,7,11-trimethyl-3,6-epoxy-1,10-dodecadien-7-ol C[C@@]1(C=C)CC[C@H]([C@@](CCC=C(C)C)(O)C)O1